C(=CCCCCCCCCCC)OCCOC1=CC=CC=C1 (2-(dodec-1-en-1-yloxy)ethoxy)benzene